tert-Butyl ((1S,3S)-3-((6-methyl-6,7-dihydrospiro[cyclopenta[d]pyrazolo[1,5-a]pyrimidine-5,1'-cyclopentane]-8-yl)amino)cyclopentyl)carbamate CC1CC=2C(=NC=3N(C2N[C@@H]2C[C@H](CC2)NC(OC(C)(C)C)=O)N=CC3)C13CCCC3